di-n-octyl-(2,6-di-t-butyl-4-methylphenoxy)aluminum C(CCCCCCC)[Al](OC1=C(C=C(C=C1C(C)(C)C)C)C(C)(C)C)CCCCCCCC